FC1=C(C=CC(=N1)N(C(OC(C)(C)C)=O)CC1=CC=C(C=C1)OC)C=O 2-tert-butyl N-(6-fluoro-5-formyl-2-pyridyl)-N-[(4-methoxyphenyl)methyl]carbamate